COC=1C=C(C=CC1)C(NC(=O)C=1C=CC=C2C(=CNC12)C=1C=NNC1)C1CCN(CC1)C N-((3-methoxyphenyl)(1-methylpiperidin-4-yl)methyl)-3-(1H-pyrazol-4-yl)-1H-indole-7-carboxamide